(R)-2-(5-amino-2-(furan-2-yl)-7H-pyrazolo[4,3-e][1,2,4]Triazolo[1,5-c]Pyrimidin-7-yl)-N-((cis)-4-hydroxycyclohexyl)-2-phenylpropanamide NC1=NC2=C(C=3N1N=C(N3)C=3OC=CC3)C=NN2[C@](C(=O)N[C@@H]2CC[C@@H](CC2)O)(C)C2=CC=CC=C2